C(C)(C)(C)OC(=O)N1C[C@@H]([C@@H](CC1)CN1CCN(CC1)C=1C=CC=C2C(=NN(C12)C)C1C(NC(CC1)=O)=O)C tert-butyl-(3R,4R)-4-[[4-[3-(2,6-dioxo-3-piperidyl)-1-methyl-indazol-7-yl]piperazin-1-yl]methyl]-3-methyl-piperidine-1-carboxylate